ClNCCC[N+](CCCS(=O)(=O)[O-])(C)C 3-[(3-chloroaminopropyl) dimethylammonio]-1-propanesulfonate